tert-butyl N-[(1S,2R)-2-aminocyclohexyl]carbamate CC(C)(C)OC(=O)N[C@H]1CCCC[C@H]1N